S(C1=C(C(=CC=C1C)C(C)(C)C)O)C1=C(C(=CC=C1C)C(C)(C)C)O thio-bis-(6-tert-butyl-3-methylphenol)